ClC1=C(C=CC=C1C1=NN=C(O1)C1=CC=C(CN[C@@H](CO)C(=O)O)C=C1)C1=CC=CC=C1 (4-(5-(2-Chloro-[1,1'-biphenyl]-3-yl)-1,3,4-oxadiazol-2-yl)benzyl)-L-serine